5-(4,5-dichloro-2-(2-methoxy-4-(trifluoromethoxy)phenoxy)benzamido)pyrimidine 1-oxide ClC1=CC(=C(C(=O)NC=2C=NC=[N+](C2)[O-])C=C1Cl)OC1=C(C=C(C=C1)OC(F)(F)F)OC